BrC1=CC=C(C(=O)N(C)[C@H](CN2C[C@@H](CC2)O)C(C)C)C=C1 4-Bromo-N-((S)-1-((R)-3-hydroxypyrrolidin-1-yl)-3-methylbutan-2-yl)-N-methylbenzamide